OC=1C(=C2C(=C(C(OC2=CC1)=O)OC)OC)O dihydroxy-dimethoxycoumarin